C(C)OC(=O)C=1C(=NC(=NC1)Cl)NC1CCC(CC1)O 2-chloro-4-(((1s,4s)-4-hydroxycyclohexyl)amino)pyrimidine-5-carboxylic acid ethyl ester